OC=1C=NC(=CC1)C 3-hydroxy-6-methyl-pyridine